methyl 2-bromo-4-[(5-bromo-2-methyl-pyrimidin-4-yl)amino]-5-methyl-thiophene-3-carboxylate BrC=1SC(=C(C1C(=O)OC)NC1=NC(=NC=C1Br)C)C